FC1=C(C=CC=C1)C1=C(C(=C(C=C1C)C(NC)=N)C)NC (2-fluorophenyl((methyl)amino)-2,5-dimethylphenyl)-N-methylformimidamid